BrC=1C=C2N(N=CC(=C2N[C@@H]2C[C@H](C2)NC(OC(C)(C)C)=O)C(N)=NC2=C(C=C(C=C2)O[Si](C)(C)C(C)(C)C)CC)C1 tert-butyl N-[trans-3-[[6-bromo-3-[N'-[4-[1,1-dimethylethyl(dimethyl)silyl]oxy-2-ethyl-phenyl]carbamimidoyl]pyrrolo[1,2-b]pyridazin-4-yl]amino]cyclobutyl]carbamate